ethyl 2-[2-[4-[2-[2-[4-[3-(2-ethoxy-4,4-dimethyl-6-oxo-cyclohexen-1-yl)-4-methyl-phenyl]phenoxy]ethoxy]ethyl]piperazin-1-yl]ethoxy]acetate C(C)OC1=C(C(CC(C1)(C)C)=O)C=1C=C(C=CC1C)C1=CC=C(OCCOCCN2CCN(CC2)CCOCC(=O)OCC)C=C1